ClC=1C=2N(C=C(C1)C=1N=C3N(CC1)C=C(C=C3)N3C[C@@H](NCC3)C)C=C(N2)C 2-(8-chloro-2-methylimidazo[1,2-a]pyridin-6-yl)-7-[(3S)-3-methylpiperazin-1-yl]-4H-pyrido[1,2-a]pyrimidin